9-fluoro-2-pyrrolidin-1-yl-chromeno[2,3-b]Pyridin-5-one FC=1C=CC=C2C(C=3C(=NC(=CC3)N3CCCC3)OC12)=O